tert-butyl (S)-5-amino-4-(5-(1-(1-methyl-1H-imidazol-4-yl)-4-(pyrrolidin-1-ylmethyl)-1H-pyrrolo[2,3-b]pyridin-6-yl)-1-oxoisoindolin-2-yl)-5-oxopentanoate NC([C@H](CCC(=O)OC(C)(C)C)N1C(C2=CC=C(C=C2C1)C1=CC(=C2C(=N1)N(C=C2)C=2N=CN(C2)C)CN2CCCC2)=O)=O